C1(CCCCC1)NC(=O)NC1=CC(=CC(=C1)C(F)(F)F)C(F)(F)F 1-cyclohexyl-3-(3,5-bis(trifluoromethyl)phenyl)urea